2-(2-fluorophenethyl)-5-methoxy-3-methyl-2H-benzo[g]indazole FC1=C(CCN2N=C3C4=C(C(=CC3=C2C)OC)C=CC=C4)C=CC=C1